2-(methylthio)-1-(2-(4-(p-tolyl)oxazol-2-yl)piperidin-1-yl)propan-1-one CSC(C(=O)N1C(CCCC1)C=1OC=C(N1)C1=CC=C(C=C1)C)C